NC1=NC=2C=CC(=CC2C2=C1C(=NN2CC)CC)C(=O)N(OC)CC2=NC=C(C=C2)Br 4-amino-N-((5-bromopyridin-2-yl)methyl)-1,3-diethyl-N-methoxy-1H-pyrazolo[4,3-c]quinoline-8-carboxamide